1-(5-isoquinolinyl)(sulfonyl)homopiperazine C1=NC=CC2=C(C=CC=C12)N1C(CNCCC1)=S(=O)=O